6-(4-bromothiophen-2-yl)pyrazin-2-yl-2-methoxybenzoic acid methyl ester COC(C1=C(C(=CC=C1)C1=NC(=CN=C1)C=1SC=C(C1)Br)OC)=O